2-({2-[(4-{4-chloro-13-cyano-8-ethyl-9-oxo-6,8,10-triazatricyclo[9.4.0.02,7]pentadeca-1(11),2(7),3,5,12,14-hexaen-10-yl}-3,5-difluorophenyl)amino]ethyl}amino)ethyl carbamate C(N)(OCCNCCNC1=CC(=C(C(=C1)F)N1C(N(C=2N=CC(=CC2C=2C=CC(=CC12)C#N)Cl)CC)=O)F)=O